C1(CC1)C=1C=CC(=NC1F)[C@@H](NC(=O)[C@H]1N(C[C@@H](C1)F)C(CC1=NN(C(N1)=O)C)=O)C1=CC=CC=C1 (2S,4R)-N-[(S)-(5-cyclopropyl-6-fluoropyridin-2-yl)(phenyl)methyl]-4-fluoro-1-[2-(1-methyl-5-oxo-4,5-dihydro-1H-1,2,4-triazol-3-yl)acetyl]pyrrolidine-2-carboxamide